γ-methylacryloxypropyl-trimethoxysilane CC=CC(=O)OCCC[Si](OC)(OC)OC